C(N)(=N)C=1C=C(SC1)[C@@H](C)NC(=O)[C@H]1N(C[C@@H](C1)OC1=CC=C(C=C1)F)C(CNC(CCCOC1=CC=CC=C1)=O)=O (2S,4R)-N-((R)-1-(4-carbamimidoylthiophen-2-yl)ethyl)-4-(4-fluoro-phenoxy)-1-((4-phenoxybutanoyl)glycyl)pyrrolidine-2-carboxamide